ClC1=CC=C(C=C1)C1(CC1)C(=O)NC1CNCC(C1)C1CC1 1-(4-chlorophenyl)-N-(5-cyclopropylpiperidin-3-yl)cyclopropane-1-carboxamide